N-(4-cyclohexylbenzyl)-7-acetoxy-2-phenylquinoline-4-carboxamide C1(CCCCC1)C1=CC=C(CNC(=O)C2=CC(=NC3=CC(=CC=C23)OC(C)=O)C2=CC=CC=C2)C=C1